BrC(CC[Si](OCC)(OCC)OCC)(Br)Br 3,3,3-tribromopropyltriethoxysilane